methyl 3-(bromomethyl)-5-chloro-2-methoxybenzoate BrCC=1C(=C(C(=O)OC)C=C(C1)Cl)OC